4-methoxypyridazin COC1=CN=NC=C1